phosphorus-potassium salt [K].[P]